C(C)(C)N(P(O[C@@H]1[C@H](O[C@H]([C@@H]1F)N1C2=NC=NC(=C2N=C1)NC(CCC=C)=O)COC(C1=CC=CC=C1)(C1=CC=C(C=C1)OC)C1=CC=C(C=C1)OC)OCCC#N)C(C)C (2R,3R,4R,5R)-2-((bis(4-methoxyphenyl)(phenyl)methoxy)methyl)-4-fluoro-5-(6-(pent-4-enamido)-9H-purin-9-yl)tetrahydrofuran-3-yl (2-cyanoethyl) diisopropylphosphoramidite